[6-(2,3-Dihydro-benzofuran-5-yl)-pyrimidin-4-yl]-[2-(7-fluoro-4-methoxy-2-methyl-indol-1-yl)-ethyl]-amine O1CCC2=C1C=CC(=C2)C2=CC(=NC=N2)NCCN2C(=CC1=C(C=CC(=C21)F)OC)C